2-(4,6-bis(2,4-dimethylphenyl)-1,3,5-triazin-2-yl)-5-hydroxybenzene CC1=C(C=CC(=C1)C)C1=NC(=NC(=N1)C1=C(C=C(C=C1)C)C)C1=CC=C(C=C1)O